FC(C(F)(F)F)(F)OCCOCCOCCO triethylene glycol perfluoroethyl ether